NC=1C2=C(N=CN1)C(=CC(=N2)C=2C=C(C=CC2)C#C[C@]2(C(N(CC2)C)=O)O)N2CCC2 (R)-3-[2-[3-[4-Amino-8-(azetidin-1-yl)pyrido[3,2-d]pyrimidin-6-yl]phenyl]ethynyl]-3-hydroxy-1-methyl-pyrrolidin-2-one